(S)-5-(10-ethyl-11-oxo-1,2,4,4a,5,6,11,14-octahydro-3H,12H-pyrazino[1',2':5,6][1,5]oxazocino[2,3-g]quinolin-3-yl)-N-methylpicolinamide C(C)C=1C(NC2=CC3=C(C=C2C1)OCC[C@@H]1N(C3)CCN(C1)C=1C=CC(=NC1)C(=O)NC)=O